N-((1R,2R,4S)-7-cyano-7-azabicyclo[2.2.1]heptan-2-yl)-1-(4-methyl-6-(trifluoromethyl)-2-pyrimidinyl)-2,3-dihydro-1H-indole-5-carboxamide C(#N)N1[C@H]2[C@@H](C[C@@H]1CC2)NC(=O)C=2C=C1CCN(C1=CC2)C2=NC(=CC(=N2)C)C(F)(F)F